CC1C(=CC2=CC(=CC=C12)C)[Li] 1,5-dimethylindenyl-lithium